(S)-N-((S)-5-methyl-4-oxo-2,3,4,5-tetrahydrobenzo[b][1,4]oxazepin-3-yl)-5-(trifluoromethyl)-5,6,7,8-tetrahydro-[1,2,4]triazolo[1,5-a]pyridine-2-carboxamide CN1C2=C(OC[C@@H](C1=O)NC(=O)C1=NN3C(CCC[C@H]3C(F)(F)F)=N1)C=CC=C2